2-methacryloyloxyethane sodium [Na].C(C(=C)C)(=O)OCC